2-(4-tolyl)indazole C1(=CC=C(C=C1)N1N=C2C=CC=CC2=C1)C